2-cyclopropyl-6-(2,6-dichloro-4-nitro-phenoxy)quinoline C1(CC1)C1=NC2=CC=C(C=C2C=C1)OC1=C(C=C(C=C1Cl)[N+](=O)[O-])Cl